butyltin(II) C(CCC)[Sn+]